1-[(1R,5S)-8-tert-Butoxycarbonyl-8-azabicyclo[3.2.1]octan-3-yl]-5-methyl-triazole-4-carboxylic acid C(C)(C)(C)OC(=O)N1[C@H]2CC(C[C@@H]1CC2)N2N=NC(=C2C)C(=O)O